4-iodo-1-isopropyl-1H-pyrazole IC=1C=NN(C1)C(C)C